BrC=1C=C(N(C)C2=NC=3N(C4=CC(=CC=C24)Cl)C(NN3)=O)C=CC1 5-(3-bromo-N-methyl-anilino)-8-chloro-2H-[1,2,4]triazolo[4,3-a]quinazolin-1-one